N[C@H](CC(=O)OC(C)(C)C)C1=NC=CC=C1 Tert-butyl (R)-3-amino-3-(pyridin-2-yl)propanoate